The molecule is a monoterpenoid indole alkaloid with formula C21H26N2O3, isolated from several species of Tabernaemontana. It has a role as a plant metabolite. It is a monoterpenoid indole alkaloid, a tertiary amino compound, an organic heterotetracyclic compound, a methyl ester and an alkaloid ester. CC[C@H]1CN([C@H]2CC3=C(C(=O)C[C@@H]1[C@@H]2C(=O)OC)NC4=CC=CC=C34)C